CN(C=1C=2N(C=C(N1)C)N=C(C2)C=2N=C1N(C(C2)=O)C=C(C=C1)F)C 2-(4-(dimethylamino)-6-methylpyrazolo[1,5-a]pyrazin-2-yl)-7-fluoro-4H-pyrido[1,2-a]pyrimidin-4-one